OC1=CC=C2C=CC(N(C2=C1)C)=O 7-hydroxy-N-methylquinolin-2(1H)-one